N-ethyl-N'-(5-fluoro-2-methyl-4-(3-((3-(trifluoromethoxy)benzyl)oxy)oxetan-3-yl)phenyl)-N-methylformimidamide C(C)N(C=NC1=C(C=C(C(=C1)F)C1(COC1)OCC1=CC(=CC=C1)OC(F)(F)F)C)C